1-(dimethylamino)-8-methyl-3-(3-methyl-1,2,4-thiadiazol-5-yl)-5,6-dihydroimidazo[1,5-a]pyrazine CN(C=1N=C(N2C1C(=NCC2)C)C2=NC(=NS2)C)C